BrC1=CC=C2C=CC=C(C2=C1)O 7-bromonaphthalen-1-ol